1-(4-fluorophenyl)-N-(5-hydroxypyrimidin-2-yl)-2-oxo-pyridine-3-carboxamide FC1=CC=C(C=C1)N1C(C(=CC=C1)C(=O)NC1=NC=C(C=N1)O)=O